N-[4-(3-bromo-6,6-dimethyl-4-oxo-4,5,6,7-tetrahydro-1H-pyrrolo[3,2-c]pyridin-2-yl)pyridin-2-yl]-2-(4-fluorophenyl)propanamide BrC1=C(NC2=C1C(NC(C2)(C)C)=O)C2=CC(=NC=C2)NC(C(C)C2=CC=C(C=C2)F)=O